(E)-4-(4-trifluoromethylstyryl)benzoxathiazine 2,2-dioxide FC(C1=CC=C(/C=C/C2=NS(OC3=C2C=CC=C3)(=O)=O)C=C1)(F)F